2-aminoethanesulfonamide NCCS(=O)(=O)N